4-(4-(4-(1H-indazol-5-ylamino)quinolin-6-yl)-3-fluorobenzyl)piperazin-2-one N1N=CC2=CC(=CC=C12)NC1=CC=NC2=CC=C(C=C12)C1=C(C=C(CN2CC(NCC2)=O)C=C1)F